IC(C(=C(F)F)F)(F)F 3-iodoperfluoropropene